C(C1=CC=CC=C1)C(C(=O)C1=CC=C(C=C1)N1CCOCC1)(CC)N(C)C 2-benzyl-2-dimethylamino-1-[4-morpholinophenyl]-1-butanone